O[C@@H](CN1[C@@H]2CN([C@H](C1)C2)C(C)=O)[C@@H]([C@@H](CO)O)O ((1S,4S)-5-((2S,3S,4R)-2,3,4,5-tetrahydroxypentyl)-2,5-diazabicyclo[2.2.1]heptan-2-yl)ethan-1-one